C1(CC1)C=1N=NN(C1)[C@H](C(=O)N1[C@@H](C[C@H](C1)O)C(=O)NC(C)C1=NC=CC(=N1)C(F)F)C(C)(C)C (2S,4R)-1-[(2S)-2-(4-cyclopropyltriazol-1-yl)-3,3-dimethyl-butanoyl]-N-[1-[4-(difluoromethyl)pyrimidin-2-yl]ethyl]-4-hydroxy-pyrrolidine-2-carboxamide